(R)-2,6-diamino-9-(1-(2-chloroacryloyl)piperidin-3-yl)-7-(4-phenoxyphenyl)-7,9-dihydro-8H-purin-8-one NC1=NC(=C2N(C(N(C2=N1)[C@H]1CN(CCC1)C(C(=C)Cl)=O)=O)C1=CC=C(C=C1)OC1=CC=CC=C1)N